CC1(N=C(C(=N1)C)C)C 2,2-dimethyl-4,5-dimethyl-2H-imidazole